C(C)(C)(C)NC1=NC=C(C(=N1)NC1CCN(CC1)C(=O)OCCCC)[N+](=O)[O-] butyl 4-((2-(tert-butylamino)-5-nitropyrimidin-4-yl)amino)piperidine-1-carboxylate